N-(1,3-di(hydroxymethyl)-2,5-dioxoimidazolidin-4-yl)-N'-hydroxymethylurea OCN1C(N(C(C1=O)NC(=O)NCO)CO)=O